(±)-4-[3-[2-Chloro-4-(oxetan-3-yloxy)phenyl]-1,4-oxazepan-4-yl]-6-methyl-pyrimidin-2-amine ClC1=C(C=CC(=C1)OC1COC1)[C@@H]1COCCCN1C1=NC(=NC(=C1)C)N |r|